2,2-difluoro-2-(trifluoromethoxy)acetic acid FC(C(=O)O)(OC(F)(F)F)F